oleyl sarcosinate N(C)CC(=O)OCCCCCCCC\C=C/CCCCCCCC